methyl isopropyl ketone-oxime C(C)(C)C(C)=NO